3,3,6,6-tetrafluoro-1-azaspiro[4.4]nonan-4-ol FC1(CNC2(C1O)C(CCC2)(F)F)F